p-carboxyphenyl-phosphorus oxide C(=O)(O)C1=CC=C(C=C1)P=O